ClC1=C(C=NC2=CC(=C(C=C12)Cl)C)S(=O)(=O)N1CCSCC1 4-[(4,6-dichloro-7-methyl-3-quinolyl)sulfonyl]thiomorpholine